CN1C(=NC=2C1=NC=CC2)C2=C(C(=C(C(=C2C2=NC=1C(=NC=CC1)N2C)C2=CC=CC=C2)C2=NC=1C(=NC=CC1)N2C)C2=NC=1C(=NC=CC1)N2C)C2=CC=C(C=C2)N2C1=CC=CC=C1OC=1C=CC=CC21 10-(2',3',5',6'-tetrakis(3-methyl-3H-imidazo[4,5-b]pyridin-2-yl)-[1,1':4',1''-terphenyl]-4-yl)-10H-phenoxazine